N-(3-ethyl-1-methylpiperidin-4-yl)-2,2-dimethyl-3-((3-(trifluoromethyl)pyridin-2-yl)oxy)propanamide C(C)C1CN(CCC1NC(C(COC1=NC=CC=C1C(F)(F)F)(C)C)=O)C